NC1=NN2C(N=CC=C2)=C1C(=O)NC(C)C=1C=C(C=2N(C1C1=CC=C(C=C1)S(=O)(=O)C)C=NC2)Cl 2-Amino-N-(1-{8-chloro-5-[4-(methylsulfonyl)phenyl]imidazo[1,5-a]pyridin-6-yl}ethyl)pyrazolo[1,5-a]pyrimidine-3-carboxamide